BrC1=CC2=C(OC[C@@H](C(N2C)=O)NC(=O)N2N=CC=C2CC2=CC=C(C=C2)F)C=C1 (S)-N-(7-bromo-5-methyl-4-oxo-2,3,4,5-tetrahydrobenzo[b][1,4]oxazepin-3-yl)-5-(4-fluorobenzyl)-1H-pyrazole-1-carboxamide